(4-phenyl)(2,4,6-TRIMETHYLPHENYL)amine C1(=CC=CC=C1)C1(CC(=C(C(=C1)C)N)C)C